5-(3-(1-(tert-butyl)-1H-pyrazol-4-yl)phenyl)-1H-pyrazole-3-carboxylic acid C(C)(C)(C)N1N=CC(=C1)C=1C=C(C=CC1)C1=CC(=NN1)C(=O)O